CN1CCN(CCC1)C(C(=O)N)C 2-(4-methyl-1,4-diazepan-1-yl)propanamide